(pivaloyloxy)methyl (S)-2-(3-aminoprop-1-yn-1-yl)-4-(4-(2-(4-(4-chlorophenyl)-2,3,9-trimethyl-6H-thieno[3,2-f][1,2,4]triazolo[4,3-a][1,4]diazepin-6-yl)acetamido)butanamido)benzoate NCC#CC1=C(C(=O)OCOC(C(C)(C)C)=O)C=CC(=C1)NC(CCCNC(C[C@H]1C=2N(C3=C(C(=N1)C1=CC=C(C=C1)Cl)C(=C(S3)C)C)C(=NN2)C)=O)=O